C(C)OC1=NC=CC=C1C1=NC(=C(C=C1)OC1CC2(CN(C2)C2=C(C=C(C=C2)F)C(F)(F)F)C1)C(=O)OC methyl 2'-ethoxy-5-((2-(4-fluoro-2-(trifluoromethyl)phenyl)-2-azaspiro[3.3]heptan-6-yl)oxy)-[2,3'-bipyridine]-6-carboxylate